NC1=CC=C2COC(C2=C1)=O 6-amino-3H-isobenzofuran-1-one